C(=O)OC1=C(C=CC(=C1)C(F)(F)F)C1=C2C(=C(N=N1)N[C@H]1C[C@H](CCC1)O)C=NC=C2 2-(4-{[(1R,3S)-3-hydroxycyclohexyl]amino}pyrido[3,4-d]pyridazin-1-yl)-5-(trifluoromethyl)phenol formate